ClC=1C=C(C=CC1)N1C(\C(\CC1=O)=C\C1=C(OCC2=CC=C(C(=O)OC(C)CCC)C=C2)C=CC=C1)=O Pentan-2-yl (E)-4-((2-((1-(3-chlorophenyl)-2,5-dioxopyrrolidin-3-ylidene)methyl)phenoxy)methyl)benzoate